6-METHYL-5-QUINOLINECARBALDEHYDE CC1=C(C=2C=CC=NC2C=C1)C=O